2-(4-bromophenyl)-1-(4-piperidyl)ethanone BrC1=CC=C(C=C1)CC(=O)C1CCNCC1